BrC1=C(C(=CC(=C1O)Br)/C=N/C1=CC2=C(NC(=N2)C=2C=CC3=C(CCO3)C2)C=C1)O (E)-2,4-Dibromo-6-(((2-(2,3-dihydrobenzofuran-5-yl)-1H-benzo[d]imidazol-5-yl)imino)methyl)benzene-1,3-diol